ClC1=C(C=2N=C(N=C(C2C=N1)N1CC2CCC(C1)N2C(=O)OC(C)(C)C)OCC(CO)(C)C)F tert-butyl 3-(7-chloro-8-fluoro-2-(3-hydroxy-2,2-dimethylpropoxy) pyrido[4,3-d]pyrimidin-4-yl)-3,8-diazabicyclo[3.2.1]octane-8-carboxylate